N-(5-((6-((2-(1H-pyrazol-1-yl)phenyl)amino)pyrimidin-4-yl)amino)-4-methoxy-2-(tetrahydro-1H-furo[3,4-c]pyrrol-5(3H)-yl)phenyl)acrylamide N1(N=CC=C1)C1=C(C=CC=C1)NC1=CC(=NC=N1)NC=1C(=CC(=C(C1)NC(C=C)=O)N1CC2C(C1)COC2)OC